F[P-](F)(F)(F)(F)F.C(CCC)[N+]1(CCCCC1)C 1-Butyl-1-methylpiperidinium hexafluorophosphat